P(=O)(OC1=C(C=CC=C1CCC(=O)O)C)([O-])[O-] (2-carboxyethyl)toluyl phosphate